4,4'-Dithiodibutyric acid C(CCCSSCCCC(=O)O)(=O)O